3-Heptyl-6,6,9-trimethyl-6a,7,10,10a-tetrahydro-6H-benzo[c]chromen-1-ol C(CCCCCC)C=1C=C(C=2C3C(C(OC2C1)(C)C)CC=C(C3)C)O